4-(4-aminophenyl)morpholine NC1=CC=C(C=C1)N1CCOCC1